3-(pyrimidin-4-yl)propanoate N1=CN=C(C=C1)CCC(=O)[O-]